ClC1=C(C=C2C(=C(N(C2=C1F)C)C1=NNC(=N1)[C@H](C)F)C=1C=NNC1)OC (S)-6-chloro-7-fluoro-2-(5-(1-fluoroethyl)-1H-1,2,4-triazol-3-yl)-5-methoxy-1-methyl-3-(1H-pyrazol-4-yl)-1H-indole